ClC1=CNC2=NC=C(C=C21)C=2C=C1N(N2)CCC12CCN(CC2)C(=O)C2=CC=CC=C2 [2'-(3-chloro-1H-pyrrolo[2,3-b]pyridin-5-yl)-5',6'-dihydrospiro[piperidine-4,4'-pyrrolo[1,2-b]pyrazol]-1-yl](phenyl)methanone